NC(C(CC(=O)O)O)CC1=CC=CC=C1 4-amino-3-hydroxy-5-phenylvaleric Acid